COC=1C=C(C=CC1OC)NC1=NC=C(C(=N1)N1CCC2(CCNC2=O)CC1)C 8-(2-((3,4-dimethoxyphenyl)amino)-5-methylpyrimidin-4-yl)-2,8-diazaspiro[4.5]decan-1-one